FC(C(=O)[O-])(F)F.CNC(=O)C1=CC=C(C=N1)C1=C(C(=C(C=C1)S(=O)(=O)CC[NH3+])S(N)(=O)=O)C1=NN=NN1 2-((4-(6-(methylcarbamoyl)pyridin-3-yl)-2-sulfamoyl-3-(1H-tetrazol-5-yl)phenyl)sulfonyl)ethanaminium 2,2,2-trifluoroacetate